3-({3-[(2S)-2-(4-chlorophenyl)-2-hydroxyethyl]-1,2,4-oxadiazol-5-yl}methyl)-5-ethyl-1,2,3,4-tetrahydropyrimidine-2,4-dione ClC1=CC=C(C=C1)[C@H](CC1=NOC(=N1)CN1C(NC=C(C1=O)CC)=O)O